tartaric acid diethyl ester C(C)OC(C(O)C(O)C(=O)OCC)=O